N-((R)-1-ethyl-2-oxoazetidin-3-yl)-8-((4-methoxybenzyl)(methyl)amino)-6-((1-((1R,4R)-4-methoxycyclohexyl)-2-oxo-1,2-dihydropyridin-3-yl)amino)imidazolo[1,2-b]pyridazine-3-Formamide C(C)N1C([C@@H](C1)NC(=O)C1=CN=C2N1N=C(C=C2N(C)CC2=CC=C(C=C2)OC)NC=2C(N(C=CC2)C2CCC(CC2)OC)=O)=O